5-fluoro-1-(4-iodophenyl)-3-methoxy-4-trifluoromethylpyrazole FC1=C(C(=NN1C1=CC=C(C=C1)I)OC)C(F)(F)F